C(=O)(O)[C@H](O)[C@@H](O)C(=O)O.N[C@H]1C[C@H](N(C1)C1=C(C=C(C=C1)F)NC(=O)C1=NC(=NC=C1)C1=C(C=CC=C1OC)F)CO N-(2-((2S,4S)-4-Amino-2-(hydroxymethyl)pyrrolidin-1-yl)-5-fluorophenyl)-2-(2-fluoro-6-methoxyphenyl)pyrimidine-4-carboxamide L-tartrate